N1C=CC=2C1=NC=C(C2)OC=2C(=NC=C(C2)N2CCN(CC2)CC(=C(CC(C)C)C2=CC=C(C=C2)Cl)C)C(=O)O 3-((1H-pyrrolo[2,3-b]pyridin-5-yl)oxy)-5-(4-(3-(4-chlorophenyl)-2,5-dimethylhex-2-en-1-yl)piperazin-1-yl)pyridine-2-carboxylic acid